C(C)C1=NN=C(S1)NS(=O)(=O)C1=CC=C(C=C1)N1C(=NNC1=S)C1=NC2=CC=CC=C2C=C1 N-(5-ethyl-1,3,4-thiadiazol-2-yl)-4-(3-(quinolin-2-yl)-5-thioxo-1,5-dihydro-4H-1,2,4-triazol-4-yl)benzenesulfonamide